FC1(CC(C1)C1=C(C=C(C=C1)C(NC(=O)C1N(CC(C1)F)C(CC=1OC=C(N1)C)=O)C1=CC=CC=C1)F)F N-{[4-(3,3-difluorocyclobutyl)-3-fluorophenyl](phenyl)methyl}-4-fluoro-1-[2-(4-methyl-1,3-oxazol-2-yl)acetyl]pyrrolidine-2-carboxamide